methyl 4-iodo-5-methoxy-6-oxopyran-2-carboxylate IC=1C=C(OC(C1OC)=O)C(=O)OC